2-(3-(3-fluoro-5-methylphenyl)-4-(4-oxopiperidin-1-yl)quinolin-6-yl)phenyl (2-aminoethyl)carbamate NCCNC(OC1=C(C=CC=C1)C=1C=C2C(=C(C=NC2=CC1)C1=CC(=CC(=C1)C)F)N1CCC(CC1)=O)=O